NC=1C=C(C(=NC1OC)N1CCOCC1)NC(C=C)=O N-(5-amino-6-methoxy-2-morpholinopyridin-3-yl)acrylamide